(1-(methylsulfonyl)piperidin-4-yl)-5-(trifluoromethyl)pyrimidin-2-amine CS(=O)(=O)N1CCC(CC1)C1=NC(=NC=C1C(F)(F)F)N